C(N)(=O)[C@H]1C[C@H](CC1)C(=O)OC methyl cis-3-carbamoylcyclopentane-1-carboxylate